FC=1C=C(CCC2=NC(N3C(N4[C@@]5(CO[C@H](C4)C5)C3)=C2)=O)C=CC1OC1=CC(=NC=C1)C(F)(F)F (3S,11aR)-7-(3-fluoro-4-((2-(trifluoromethyl)pyridin-4-yl)oxy)phenethyl)-3,4-dihydro-1H,9H,11H-3,11a-methanopyrimido[6',1':2,3]imidazo[5,1-c][1,4]oxazin-9-one